1-(4-(4-((3-chloro-4-(pyridin-2-ylmethoxy)phenyl)amino)-1H-pyrrolo[2,3-b]pyridin-3-yl)piperidin-1-yl)prop-2-en-1-one ClC=1C=C(C=CC1OCC1=NC=CC=C1)NC1=C2C(=NC=C1)NC=C2C2CCN(CC2)C(C=C)=O